C(C)C1COC2=CC(=CC=C2C1=O)O[C@H](C1=CC=NC=C1)C1=C(C(=O)N)C=CC=C1 ((R)-((3-Ethyl-4-oxochroman-7-yl)oxy)(pyridin-4-yl)methyl)benzamide